FC=1C=C(C=CC1F)N1C(=C(C2=C1C=C1C=NN(C1=C2)C(C(C)(C)C)=O)I)C(C)C 1-[5-(3,4-difluorophenyl)-7-iodo-6-isopropyl-pyrrolo[2,3-f]indazol-1-yl]-2,2-dimethyl-propan-1-one